5-cyclopropyl-thiazol-2-ylamine C1(CC1)C1=CN=C(S1)N